2-[(1S,4S,5R)-5-{[5-cyclopropyl-3-(2,6-dichlorophenyl)-1,2-oxazol-4-yl]methoxy}-2-azabicyclo[2.2.1]heptan-2-yl]-4-{7-oxaspiro[3.5]nonan-2-yl}-1,3-benzothiazole-6-carboxylic acid C1(CC1)C1=C(C(=NO1)C1=C(C=CC=C1Cl)Cl)CO[C@H]1[C@@H]2CN([C@H](C1)C2)C=2SC1=C(N2)C(=CC(=C1)C(=O)O)C1CC2(C1)CCOCC2